O=C1C=2N3C4=C(C=C(C=C4N1)C(=O)OC)CCC3=CC2 methyl 3-oxo-3,4,8,9-tetrahydroindolizino[6,5,4,3-ija]quinoxaline-6-carboxylate